5-[(1R)-1-aminoethyl]thiophene-3-carboxamidine N[C@H](C)C1=CC(=CS1)C(=N)N